FC1=C(OC2=C3C(=NC=C2)NC=C3C#N)C(=CC(=C1)NC=1OC[C@H](CN1)CO)F |r| (+/-)-4-(2,6-difluoro-4-{[5-(hydroxymethyl)-5,6-dihydro-4H-1,3-oxazin-2-yl]amino}phenoxy)-1H-pyrrolo[2,3-b]pyridine-3-carbonitrile